ClC=1C(=C(C=CC1)NC1=CC(=NC=C1C(=O)NOC)NC=1C(=NC=CC1)OC)N(S(=O)(=O)C)C 4-((3-chloro-2-(N-methyl-methanesulfonamido)phenyl)-amino)-N-methoxy-6-((2-methoxypyridin-3-yl)amino)-nicotinamide